3-bromo-9,9-dimethyl-10-(pyridin-2-yl)-9,10-dihydroacridine BrC=1C=CC=2C(C3=CC=CC=C3N(C2C1)C1=NC=CC=C1)(C)C